(±)-3-(3,7-dimethyl-2,6-dioxo-1-(4-(trifluoromethyl)benzyl)-2,3,6,7-tetrahydro-1H-purin-8-ylamino)cyclohexanecarboxylic acid CN1C(N(C(C=2N(C(=NC12)NC1CC(CCC1)C(=O)O)C)=O)CC1=CC=C(C=C1)C(F)(F)F)=O